[(3R)-1-methylpyrrolidin-3-yl] 5-[[4-[[2-(6-methyl-2-pyridyl)pyrimidin-4-yl]amino]pyrimidin-2-yl]amino]thiophene-2-carboxylate CC1=CC=CC(=N1)C1=NC=CC(=N1)NC1=NC(=NC=C1)NC1=CC=C(S1)C(=O)O[C@H]1CN(CC1)C